(S)-4-(2-azido-1-methoxypropan-2-yl)-6-chloro-1-methyl-2,7-naphthyridine N(=[N+]=[N-])[C@@](COC)(C)C1=CN=C(C2=CN=C(C=C12)Cl)C